The molecule is a bisindole alkaloid with a strychnine substructure isolated from the roots of Strychnos icaja and has been shown to exhibit antiplasmodial activity. It has a role as a metabolite and an antiplasmodial drug. It is a bisindole alkaloid, a primary alcohol and a ring assembly. C1CN2C/C(=C/CO)/[C@@H]3C[C@H]2[C@@]14[C@@H]5[C@H]3C=C(C(=O)N5C6=CC=CC=C46)[C@H]7C[C@@]89[C@H]1N7CC2=CCO[C@H]3CC(=O)N([C@H]8[C@H]3[C@H]2C1)C1=CC=CC=C91